(Z)-3-[3-(morpholin-4-ylsulfonyl)phenyl]acrylonitrile N1(CCOCC1)S(=O)(=O)C=1C=C(C=CC1)\C=C/C#N